(3S)-4-[3-(2-Chloro-6-methyl-4-pyridyl)-2-(3-cyanophenyl)pyrazolo[1,5-a]pyrimidin-5-yl]morpholine-3-carboxylic acid ClC1=NC(=CC(=C1)C=1C(=NN2C1N=C(C=C2)N2[C@@H](COCC2)C(=O)O)C2=CC(=CC=C2)C#N)C